C(C)(C)(C)C=1C=C(C=C(C1O)C(C)(C)C)C=C(C#N)C1=CC=C(C=C1)C(F)(F)F 3-(3,5-Di-Tert-Butyl-4-Hydroxy-Phenyl)-2-(4-Trifluoromethyl-Phenyl)-Acrylonitrile